2-methyl-4,5,6,7-tetrahydroindazole-3-carboxylic acid CN1N=C2CCCCC2=C1C(=O)O